FC1=CC=C(C=C1)[C@H](C(=O)N1CC=2CN(CC2C1)S(=O)(=O)C=1C=NC=CC1)O (2R)-2-(4-fluorophenyl)-2-hydroxy-1-[5-(pyridine-3-sulfonyl)-1H,2H,3H,4H,5H,6H-pyrrolo[3,4-c]pyrrol-2-yl]ethan-1-one